N[C@H]1CCC2=CC(=CC=C12)N1C(=NC=2C1=NC(=CC2)C2=NOC(=N2)C)C=2C(=NC=CC2)N 3-{3-[(1S)-1-amino-2,3-dihydro-1H-inden-5-yl]-5-(5-methyl-1,2,4-oxadiazol-3-yl)imidazo[4,5-b]pyridin-2-yl}pyridin-2-amine